BrCC(CC(=O)C1=CC=C(C=C1)CCCCCCCC)=O 4-bromo-1-(4-octylphenyl)butane-1,3-dione